(5-(trifluoromethoxy)pyridin-3-yl)indoline-5-carboxamide FC(OC=1C=C(C=NC1)N1CCC2=CC(=CC=C12)C(=O)N)(F)F